C12(CC3CC(CC(C1)C3)C2)OC(C=C(C(=O)O)C)=O 4-((adamantan-1-yl)oxy)-2-methyl-4-oxobut-2-enoic acid